O1CCN(CC1)NP(O)N.COC1=CC=C(C(C2=CC=C(C=C2)OC)(C2=CC=CC=C2)OC[C@@H]2[C@H](C[C@@H](O2)N2C=NC=3C(N)=NC=NC23)OCCC#N)C=C1 5'-O-(4,4'-Dimethoxytrityl)-3'-O-cyanoethyl-2'-deoxyadenosine morpholinophosphorodiamidite